ethyl 3-[3-[1-[5-[5-[4,6-difluoro-1-(2-trimethylsilylethoxymethyl)indol-5-yl]oxy-2-(methoxymethoxy)phenyl]-1-(2-oxoethyl)-1,2,4-triazol-3-yl]ethyl]-2-fluoro-phenyl]propanoate FC1=C2C=CN(C2=CC(=C1OC=1C=CC(=C(C1)C1=NC(=NN1CC=O)C(C)C=1C(=C(C=CC1)CCC(=O)OCC)F)OCOC)F)COCC[Si](C)(C)C